naphtho[1,2-c]-furan-1,3-dione C1(OC(C2=C1C1=CC=CC=C1C=C2)=O)=O